N[C@H]1[C@H](CCC1)C(=O)NCCN1C(C=CC1=O)=O (1S,2R)-2-amino-N-[2-(2,5-dioxo-2,5-dihydro-1H-pyrrol-1-yl)ethyl]cyclopentanecarboxamide